C(#N)CC1(NN(C=CC1)S(=O)(=O)CC(F)(F)F)N1N=C(C(=C1)C=1C2=C(N=CN1)NC=C2)C(=O)N 1-(3-(cyanomethyl)-1-((2,2,2-trifluoroethyl)sulfonyl)azapyridin-3-yl)-4-(7h-pyrrolo[2,3-d]pyrimidin-4-yl)-1h-pyrazole-3-carboxamide